B(=O)[O-] Boranat